COC1=NC=C(C(=C1)C=C)[N+](=O)[O-] (E)-2-(2-methoxy-5-nitropyridin-4-yl)ethylene